2-[4-[(3-cyano-4-methyl-1H-indol-7-yl)sulfamoyl]pyrazol-1-yl]-N-methyl-acetamide C(#N)C1=CNC2=C(C=CC(=C12)C)NS(=O)(=O)C=1C=NN(C1)CC(=O)NC